2-[3-fluoro-4-(trifluoromethyl)benzene-1-carbonyl]-8,8-dimethyl-7-oxo-2-azaspiro[3.5]non-5-ene-6-carbonitrile FC=1C=C(C=CC1C(F)(F)F)C(=O)N1CC2(C1)C=C(C(C(C2)(C)C)=O)C#N